CC=1N(C=CN1)S(=O)(=O)C(F)(F)F 2-methyl-1-trifluoromethanesulfonyl-imidazole